Cl.COC1=CC(=NC=C1)C(N)=N 4-methoxypicolinimidamide hydrochloride